5-ethyl-1-(tetrahydro-pyran-2-yl)-1H-pyrazole-4-carboxamidine C(C)C1=C(C=NN1C1OCCCC1)C(=N)N